2-(4-acetyl-2-((7-(2-(aminomethyl)pyridin-4-yl)-2-fluorobenzofuran-5-yl)methoxy)phenyl)acetic acid C(C)(=O)C1=CC(=C(C=C1)CC(=O)O)OCC=1C=C(C2=C(C=C(O2)F)C1)C1=CC(=NC=C1)CN